C(C#C)NC(OC(C)(C)C)=O tert-butyl N-prop-2-ynylcarbamate